FC=1C=2N(C=C(C1)C=1N=C3N(C(N1)=O)C=C(C=C3)C3CCN(CC3)C(=O)OC(C)(C)C)C=C(N2)C tert-butyl 4-(2-(8-fluoro-2-methylimidazo[1,2-a]pyridin-6-yl)-4-oxo-4H-pyrido[1,2-a][1,3,5]triazin-7-yl)piperidine-1-carboxylate